Natrium laurylsulfate C(CCCCCCCCCCC)OS(=O)(=O)[O-].[Na+]